(S)-8'-fluoro-3,6'-bis(trifluoromethyl)-5,6-dihydro-3'H-spiro[cyclopenta[c]pyridine-7,2'-imidazo[1,2-a]pyridine] FC=1C=2N(C=C(C1)C(F)(F)F)C[C@]1(N2)CCC2=C1C=NC(=C2)C(F)(F)F